4-chlorobenzyl (4-((N,3-dimethylisoxazole-5-carboxamido)meth-yl)phenyl)carbamate CN(C(=O)C1=CC(=NO1)C)CC1=CC=C(C=C1)NC(OCC1=CC=C(C=C1)Cl)=O